6,7-dichloro-3-((tetrahydro-2H-pyran-4-yl)methyl)-1,3,4,9-tetrahydro-[1,2,6]thiadiazino[4,3-g]indole 2,2-dioxide ClC=1C=2C(=CNC2C2=C(C1)CN(S(N2)(=O)=O)CC2CCOCC2)Cl